S1N=CC=C1 ISOTHIAZOL